OC(C)(C)N(C(CCC)NC(C)(C)O)C(C)(C)O N,N,N'-tris(hydroxyisopropyl)-butanediamine